tert-butyl (S)-3-((phenylmethyl)sulfonamido)pyrrolidine-1-carboxylate tert-butyl-(S)-3-aminopyrrolidine-1-carboxylate C(C)(C)(C)OC(=O)N1C[C@H](CC1)N.C1(=CC=CC=C1)CS(=O)(=O)N[C@@H]1CN(CC1)C(=O)OC(C)(C)C